FC=1C=C(C=CC1NCC1=CC=C(C=C1)C(F)(F)F)NC(CCCCCC)=O N-(3-fluoro-4-((4-(trifluoromethyl)benzyl)amino)phenyl)heptanamide